2-bromo-6-methoxy-2'-aminobiphenyl BrC1=C(C(=CC=C1)OC)C1=C(C=CC=C1)N